ClC1=C(C=CC=C1)C1=NOC(=C1CO[C@H]1C[C@H](N(CC1)C1=CC=C(C=N1)C1=NOC(N1)=O)C)C1CC1 3-(6-((2r,4r)-4-((3-(2-chlorophenyl)-5-cyclopropylisoxazol-4-yl)methoxy)-2-methylpiperidin-1-yl)pyridin-3-yl)-1,2,4-oxadiazol-5(4H)-one